FC(C=1C=CC(=NC1)CNN1C(OC2(CC2)C1)=O)(F)F 6-(((5-(trifluoromethyl)pyridin-2-yl)methyl)amino)-4-oxa-6-azaspiro[2.4]heptan-5-one